ClC=1C=C(C=C(C1)C=1C=NC=NC1)N1C=CC2=C(C=CC(=C12)C)F N-(3-chloro-5-(pyrimidin-5-yl)phenyl)-4-fluoro-7-methyl-1H-indole